(3R)-3-amino-7-(5-tert-butyl-1,3,4-oxadiazol-2-yl)-5-[(4-morpholinophenyl)methyl]-1,1-dioxo-2,3-dihydro-1λ6,5-benzothiazepin-4-one N[C@H]1CS(C2=C(N(C1=O)CC1=CC=C(C=C1)N1CCOCC1)C=C(C=C2)C=2OC(=NN2)C(C)(C)C)(=O)=O